12-((t-butoxycarbonyl)amino)dodecanoic acid C(C)(C)(C)OC(=O)NCCCCCCCCCCCC(=O)O